ethyl 7-amino-2-chloro-3-methyl-6-(5-methyl-1-(tetrahydro-2H-pyran-2-yl)-1H-indazol-4-yl)-5-oxo-5,6-dihydro-1,6-naphthyridine-8-carboxylate NC=1N(C(C=2C=C(C(=NC2C1C(=O)OCC)Cl)C)=O)C1=C2C=NN(C2=CC=C1C)C1OCCCC1